4-Methyl-2H-spiro[furo[2,3-b]pyridine-3,4'-piperidine] CC1=C2C(=NC=C1)OCC21CCNCC1